BrC1=CC=C(C=C1)C1CC1 2-(4-bromophenyl)cyclopropane